BrC1=C(C=CC=C1F)C(CCC=C)N 1-(2-Bromo-3-fluorophenyl)pent-4-en-1-amine